N-{6-[(5-cyclopropyl-1H-pyrazol-3-yl)amino]-5-methoxy-1,2-benzoxazol-3-yl}-2,6-dimethoxy-4-(piperidin-4-yl)benzene-1-sulfonamide C1(CC1)C1=CC(=NN1)NC1=CC2=C(C(=NO2)NS(=O)(=O)C2=C(C=C(C=C2OC)C2CCNCC2)OC)C=C1OC